2-(4,4-dichloropiperidin-1-yl)-5-(trifluoromethyl)nicotinic acid ClC1(CCN(CC1)C1=C(C(=O)O)C=C(C=N1)C(F)(F)F)Cl